CC1(C(C(=CC2(CN(CCO2)C(=O)C2C=3N(CCC2)C(=NN3)C(F)(F)F)C1)C#N)=O)C 10,10-dimethyl-9-oxo-4-[3-(trifluoromethyl)-5,6,7,8-tetrahydro[1,2,4]triazolo[4,3-a]pyridine-8-carbonyl]-1-oxa-4-azaspiro[5.5]undec-7-ene-8-carbonitrile